N'-(2,6-dimethylphenyl)-N-(pyridin-2-ylmethyl)oxalamide CC1=C(C(=CC=C1)C)NC(C(=O)NCC1=NC=CC=C1)=O